Methyl 5-(4-(6-((4-cyano-2-fluorobenzyl) oxy) pyridin-2-yl) piperidin-1-yl)-1,2,4,5-tetrahydrobenzo[4,5]imidazo[1,2-d][1,4]oxazepin-9-carboxylate C(#N)C1=CC(=C(COC2=CC=CC(=N2)C2CCN(CC2)C2C=3N(CCOC2)C2=C(N3)C=CC(=C2)C(=O)OC)C=C1)F